2-(4-hydroxypentyl)isoindole-1,3-dione OC(CCCN1C(C2=CC=CC=C2C1=O)=O)C